C1(CCCCC1)[C@@]1(C(NC2=C(C(=CC=C12)F)C)=O)C1=CC=C(C=C1)B(O)O (R)-(4-(3-cyclohexyl-6-fluoro-7-methyl-2-oxoindolin-3-yl)phenyl)boronic acid